N-(4-(4-chlorophenyl)piperidin-4-yl)-4-isopropoxybenzenesulfonamide tert-butyl-6-(4,4,5,5-tetramethyl-1,3,2-dioxaborolan-2-yl)-3,4-dihydro-1H-isoquinoline-2-carboxylate C(C)(C)(C)OC(=O)N1CC2=CC=C(C=C2CC1)B1OC(C(O1)(C)C)(C)C.ClC1=CC=C(C=C1)C1(CCNCC1)NS(=O)(=O)C1=CC=C(C=C1)OC(C)C